(R)-(6-((2-ethyl-2H-1,2,3-triazol-4-yl)sulfonyl)-1-(4-fluorophenyl)-4,4a,5,6,7,8-hexahydro-1H-pyrazolo[3,4-g]isoquinolin-4a-yl)(pyridin-2-yl)methanone C(C)N1N=CC(=N1)S(=O)(=O)N1C[C@]2(CC3=C(C=C2CC1)N(N=C3)C3=CC=C(C=C3)F)C(=O)C3=NC=CC=C3